C(C)OC1=CC=C(C=C1)C1=CN=CC(=N1)C(=O)NNCC1=C(C=CC(=C1)C(C)O)F 6-(4-ethoxyphenyl)-N'-(2-fluoro-5-(1-hydroxyethyl)benzyl)pyrazine-2-carbohydrazide